N-[1-(1-methyl-1H-tetrazol-5-yl)piperidin-4-yl]-4-(6-methylfuro[3,2-c]pyridin-4-yl)benzamide CN1N=NN=C1N1CCC(CC1)NC(C1=CC=C(C=C1)C1=NC(=CC2=C1C=CO2)C)=O